2,3-dichloro-1-bromobenzene ClC1=C(C=CC=C1Cl)Br